C1(=CC=CC=C1)C1=NN(C=C1CN1CCN(CC1)S(N)(=O)=O)C=1SC=C(N1)C(=O)O 2-(3-phenyl-4-((4-sulfamoylpiperazin-1-yl)methyl)-1H-pyrazol-1-yl)thiazole-4-carboxylic acid